4-amino-N',1-dimethyl-N'-(pyridin-2-yl)-N-((5-(trifluoromethyl)pyridin-2-yl)methyl)-1H-pyrazolo[4,3-c]quinoline-8-carbohydrazide NC1=NC=2C=CC(=CC2C2=C1C=NN2C)C(=O)N(N(C2=NC=CC=C2)C)CC2=NC=C(C=C2)C(F)(F)F